2-((Z)-(N'-hydroxycarbamimidoyl)pyridin-4-yl)-4,5-dimethyl-5-(trifluoromethyl)tetrahydrofuran-2-carboxamide O\N=C(/N)\C1=NC=CC(=C1)C1(OC(C(C1)C)(C(F)(F)F)C)C(=O)N